C(C)(C)[Si](COC)(COC)C(C)(C)C isopropyl-t-butylbis(methoxymethyl)silane